BrC1=NC(=C(C2=C1C(=NN2C2CC2)C2C1CN(CC21)C(=O)OC(C)(C)C)F)Cl tert-butyl 6-(4-bromo-6-chloro-1-cyclopropyl-7-fluoro-pyrazolo[4,3-c]pyridin-3-yl)-3-azabicyclo[3.1.0]hexane-3-carboxylate